2-[(5,6,7,8-tetrahydronaphthalene-1-yl)amino]-2-imidazoline C1(=CC=CC=2CCCCC12)NC=1NCCN1